NC(C(=O)O)CC1=CC=C(C=C1)NC1=NC2=CC(=C(C=C2C=C1)OC)O 2-amino-3-(4-((7-hydroxy-6-methoxyquinolin-2-yl)amino)phenyl)propanoic acid